4-[[3-[(3-methyl-2-nitro-imidazol-4-yl)methoxy]-7-morpholino-1,6-naphthyridin-5-yl]oxy]cyclohexanamine CN1C(=NC=C1COC=1C=NC2=CC(=NC(=C2C1)OC1CCC(CC1)N)N1CCOCC1)[N+](=O)[O-]